2,2-dimethyl-5-(oxetan-3-yl)-1,2,3,4-tetrahydroquinoline CC1(NC2=CC=CC(=C2CC1)C1COC1)C